C(C)C(CN1C(NCCC1)=N)CC N-(2-ethylbutyl)-2-iminotetrahydropyrimidine